BrC1=CC=CC(=N1)N([C@H]1CN(CCC1)C(=O)OC(C)(C)C)C tert-butyl (3R)-3-[(6-bromopyridin-2-yl)(methyl)amino]piperidine-1-carboxylate